ClC(C(=O)OCCCCCCCCCCCCCCCCCCCC)CC eicosanyl 2-chlorobutyrate